6-(2-(6-Methylpyridin-2-yl)-4-(pyrimidin-4-ylcarbamoyl)-1H-imidazol-1-yl)imidazo[1,2-a]pyridine CC1=CC=CC(=N1)C=1N(C=C(N1)C(NC1=NC=NC=C1)=O)C=1C=CC=2N(C1)C=CN2